CN1N=C(N=N1)CSCC1=C(C(=O)N)C=CC(=N1)C(F)(F)F ((((2-methyl-2H-tetrazol-5-yl)methyl)thio)methyl)-6-(trifluoromethyl)nicotinamide